ClC=1N=C(NC1[C@H]1[C@H](CN(CC1)S(=O)(=O)CCNS(=O)(=O)C)C)C1=NC=C(C=C1)F N-[2-[[(3R,4R)-4-[4-Chloro-2-(5-fluoro-2-pyridyl)-1H-imidazol-5-yl]-3-methyl-1-piperidyl]sulfonyl]ethyl]methanesulfonamide